(R)-6-(2-fluorophenyl)-4-methyl-8-phenyl-4H-benzo[f]imidazo[1,5-a][1,4]diazepine-3-carboxylic acid FC1=C(C=CC=C1)C1=N[C@@H](C=2N(C3=C1C=C(C=C3)C3=CC=CC=C3)C=NC2C(=O)O)C